(R)-N-((R)-1-((S)-2-(cyanomethyl)-5-fluoro-2-methyl-2,3-dihydrobenzofuran-7-yl)ethyl)-2-methylpropane-2-sulfinamide C(#N)C[C@]1(OC2=C(C1)C=C(C=C2[C@@H](C)N[S@](=O)C(C)(C)C)F)C